1-heptyloctyl 4-[3-(dimethylamino)propylsulfanylcarbonyl-[4-(1-heptyloctoxy)-4-oxo-butyl]amino]butanoate CN(CCCSC(=O)N(CCCC(=O)OC(CCCCCCC)CCCCCCC)CCCC(=O)OC(CCCCCCC)CCCCCCC)C